3-((3-aminophenyl)(hydroxy)methyl)benzonitrile NC=1C=C(C=CC1)C(C=1C=C(C#N)C=CC1)O